[1-(Prop-2-yl)-1H-imidazol-4-yl]Ketone CC(C)N1C=NC(=C1)C(=O)C=1N=CN(C1)C(C)C